FC(C1=CC(=C(N)C(=C1)Br)Cl)(F)F 4-trifluoromethyl-2-chloro-6-bromoaniline